racemic-4-((7-((4-(S-methylsulfonimidoyl)phenyl)amino)-2,6-naphthyridin-1-yl)ethynyl)benzonitrile C[S@](=O)(=N)C1=CC=C(C=C1)NC1=NC=C2C=CN=C(C2=C1)C#CC1=CC=C(C#N)C=C1 |r|